2-(2-(cyclopropanesulfonylamino)pyrimidin-4-yl)-N-(4-(5-ethoxypyridin-3-yl)phenyl)-2-methylpropanamide C1(CC1)S(=O)(=O)NC1=NC=CC(=N1)C(C(=O)NC1=CC=C(C=C1)C=1C=NC=C(C1)OCC)(C)C